FC(C=1C=CC2=C(CC(O2)C=2C=C(C=CC2)C=2NC=CN2)C1)(F)F 2-{m-[5-(trifluoromethyl)-2,3-dihydro-1-benzofuran-2-yl]phenyl}imidazole